2-(3-{[(tert-butoxy)carbonyl]Amino}bicyclo[1.1.1]Pentane-1-yl)acetic acid ethyl ester C(C)OC(CC12CC(C1)(C2)NC(=O)OC(C)(C)C)=O